3-(4-(benzyloxy)butyl)-3-fluoropyrrolidine-1-carboxylic acid tert-butyl ester C(C)(C)(C)OC(=O)N1CC(CC1)(F)CCCCOCC1=CC=CC=C1